(N-(4-chlorobenzyl)(cyclobutyl)carbamoyl)-O-methyl-D-serine ClC1=CC=C(CN(C(=O)N[C@H](COC)C(=O)O)C2CCC2)C=C1